CN1C(N(CC=2C1=NC(=NC2)NC2=CC=C(C=C2)N2CCN(CC2)C)C2CC1CCCC(N1CC2)=O)=O 1-methyl-7-[4-(4-methylpiperazin-1-yl)anilino]-3-(6-oxo-1,2,3,4,7,8,9,9a-octahydroquinolizin-2-yl)-4H-pyrimido[4,5-d]pyrimidin-2-one